CN1C[C@@H]2[C@H](N(C=3C=CC(=CC23)C)C)CC1 trans-2,5,8-Trimethyl-2,3,4,4a,5,9b-hexahydro-1H-pyrido[4,3-b]indole